F[Sb-](F)(F)(F)(F)F.O(C1=CC=CC=C1)C1=CC=CC=C1 phenoxybenzene hexafluoroantimonate